(S)-1-(4-(benzo[d]thiazol-7-yl((3-cyano-8-fluoro-4-(neopentylamino)quinolin-6-yl)amino)methyl)-1H-1,2,3-triazol-1-yl)cyclobutane-1-carboxamide S1C=NC2=C1C(=CC=C2)[C@@H](C=2N=NN(C2)C2(CCC2)C(=O)N)NC=2C=C1C(=C(C=NC1=C(C2)F)C#N)NCC(C)(C)C